5-((3-bromophenyl)sulfinyl)-1H-1,2,3-triazole-4-carboxylic acid ethyl ester C(C)OC(=O)C=1N=NNC1S(=O)C1=CC(=CC=C1)Br